3,5-diamino-1-methyl-4-methyl-aminopyrazole NC1N(N(C(=C1C)N)C)N